N(=O)O[C@H](CO)C (2S)-2-(nitrosooxy)-propan-1-ol